(S)-3-(5-(((3S*,4R*)-1-((8-fluoro-2-(tetrahydro-2H-pyran-4-yl)quinolin-6-yl)methyl)-4-phenylpyrrolidin-3-yl)oxy)-1-oxoisoindolin-2-yl)piperidine-2,6-dione FC=1C=C(C=C2C=CC(=NC12)C1CCOCC1)CN1C[C@H]([C@@H](C1)C1=CC=CC=C1)OC=1C=C2CN(C(C2=CC1)=O)[C@@H]1C(NC(CC1)=O)=O |o1:20,21|